(R)-5-(3-((1-(3-Fluoropropyl)pyrrolidin-3-yl)oxy)phenyl)-2,3-dihydrobenzo[b]thiepin-8-yl pivalate C(C(C)(C)C)(=O)OC=1C=CC2=C(SCCC=C2C2=CC(=CC=C2)O[C@H]2CN(CC2)CCCF)C1